C(CCSSCCC(=O)OCCCCCC(C)C)(=O)OCCCCCC(C)C diisooctyl 3,3'-dithiodipropionate